C(\C=C/C(=O)O)(=O)O.NC[C@@H]1NCCC2=CC=CC=C12 (1R)-(-)-1-aminomethyl-1,2,3,4-tetrahydroisoquinoline maleate